(Z)-N-(1H-benzo[d]imidazol-5-yl)-1-(4-(3,3-difluoropropoxy)-2,6-difluorophenyl)methanimine N1C=NC2=C1C=CC(=C2)\N=C/C2=C(C=C(C=C2F)OCCC(F)F)F